2-Amino-6-ethyl-6,7-dihydro-5H-pyrrolo[3,4-b]pyridin-5-one NC1=CC=C2C(=N1)CN(C2=O)CC